3,3-difluoroazepane FC1(CNCCCC1)F